4-methyl-2-(1-pyrrolyl)pyridine CC1=CC(=NC=C1)N1C=CC=C1